2-Bromo-3-fluoro-4-(pyridin-2-ylmethoxy)benzonitrile BrC1=C(C#N)C=CC(=C1F)OCC1=NC=CC=C1